((1-(3-cyano-6,7-dimethoxyquinolin-4-yl)azepan-4-yl)methyl)phosphonic acid C(#N)C=1C=NC2=CC(=C(C=C2C1N1CCC(CCC1)CP(O)(O)=O)OC)OC